BrC1=CC=C(C(=O)CC(=O)O)C=C1 4-bromobenzoyl-acetic acid